C(#N)C1=CC(=C(COC2=CC=CC(=N2)N2CCN(CC2)CC=2N(C3=C(N2)SC(=C3)C(=O)OC)C[C@H]3OCC3)C=C1)F (S)-methyl 2-((4-(6-((4-cyano-2-fluorobenzyl) oxy) pyridin-2-yl) piperazin-1-yl) methyl)-1-(oxetan-2-ylmethyl)-1H-thieno[2,3-d]imidazole-5-carboxylate